FC=1C=CC(=C(C(=O)N2[C@@H](COCC2)C)C1)C=1C=2N(C=C(C1)C1CN(C1)[C@@H](CC[C@H]1CNCCO1)C(C)C)C(=NC2F)C (3R)-4-[5-fluoro-2-(1-fluoro-3-methyl-6-{1-[(3S)-4-methyl-1-[(2S)-morpholin-2-yl]pentan-3-yl]azetidin-3-yl}imidazo[1,5-a]pyridin-8-yl)benzoyl]-3-methylmorpholine